FC1=C(C=CC=C1)SC1=C(N=NN1)C(=O)O 5-((2-fluorophenyl)thio)-1H-1,2,3-triazole-4-carboxylic acid